(2S,3R,4R)-1-acetyl-N-(2-hydroxyethyl)-2,3-dimethyl-4-((4-methylpyridin-2-yl)amino)-1,2,3,4-tetrahydroquinoline-6-carboxamide C(C)(=O)N1[C@H]([C@@H]([C@H](C2=CC(=CC=C12)C(=O)NCCO)NC1=NC=CC(=C1)C)C)C